CC=1C(=CC=NC1)N1C(C=CC=C1C)=O 5',6-dimethyl-2H-[1,4'-bipyridine]-2-one